[K+].[K+].[K+].[Ag+] silver (I) tripotassium